NC1=CC=C(C=C1)SSC1=CC=C(C=C1)N 4-aminophenyl disulphide